6-methylocta-2,7-dienoic acid tert-butyl ester hydrochloride Cl.C(C)(C)(C)OC(C=CCCC(C=C)C)=O